(Z)-1-(3-(3-(4-Fluorophenyl)-4-oxo-3,4-dihydrophthalazin-1-yl)phenyl)-N-methylmethanimine Oxide FC1=CC=C(C=C1)N1N=C(C2=CC=CC=C2C1=O)C=1C=C(C=CC1)\C=[N+](\C)/[O-]